(N-[4-Amino-5-[4-[2-[(4-methoxyphenyl)methylamino]-2-oxoethoxy]benzoyl]thiazol-2-yl]-4-fluoroanilino)propanamid NC=1N=C(SC1C(C1=CC=C(C=C1)OCC(=O)NCC1=CC=C(C=C1)OC)=O)N(C1=CC=C(C=C1)F)C(C(=O)N)C